CS(=O)(=O)O.CN(C1=CC=CC(=N1)[C@@H](CO)NC(CC)=O)C N-((S)-1-(6-(dimethylamino)pyridin-2-yl)-2-hydroxyethyl)propanamide methanesulfonate